3-iodo-1-(piperidin-4-yl)-1H-pyrazolo[3,4-d]pyrimidin-4-amine IC1=NN(C2=NC=NC(=C21)N)C2CCNCC2